COC1=CC=C(C=C1)[S+](C)C 4-methoxyphenyl-dimethyl-sulfonium